C(C)(C)(C)OC(=O)C1C(C1C=1C=NN(C1)C)CC 2-Ethyl-3-(1-methylpyrazol-4-yl)cyclopropanecarboxylic acid tert-butyl ester